FC1=CC=C(C=C1)C(C(=O)NCC1=C2CN(C(C2=CC=C1)=O)C1C(NC(CC1)=O)=O)=O 2-(4-fluorophenyl)-N-((2-(2,6-dioxopiperidin-3-yl)-1-oxoisoindolin-4-yl)methyl)-2-oxoacetamide